1-hydroxyurea ONC(=O)N